methyl 2-((1R,4S)-4,7-dimethyl-5',6'-dihydro-2'H,4'H-spiro[isochromane-1,3'-pyran]-5-yl)acetate C[C@@H]1CO[C@@]2(COCCC2)C2=CC(=CC(=C12)CC(=O)OC)C